(4,4,4-trifluoro-3,3-dimethyl-butylidene)propane-2-sulfinamide FC(C(CC=CC(C)S(=O)N)(C)C)(F)F